tert-butyl (1R,3s,5S)-3-(3-chloro-6,7-dihydro-8H-pyridazino[4,3-b][1,4]oxazin-8-yl)-8-azabicyclo[3.2.1]octane-8-carboxylate ClC1=CC=2OCCN(C2N=N1)C1C[C@H]2CC[C@@H](C1)N2C(=O)OC(C)(C)C